[C@H]12COC[C@@H]2C1NC(=O)C1=CC(=NN1[C@@H](C)C=1C=C(C=CC1)C)C(=O)NC N5-((1R,5S,6r)-3-Oxabicyclo[3.1.0]hexan-6-yl)-N3-methyl-1-((S)-1-(m-tolyl)ethyl)-1H-pyrazole-3,5-dicarboxamide